CC(C)(C1=CC=C(C=C1)OCCOC1=C(C2=CC=CC=C2C=C1)C1=C(C=CC2=CC=CC=C12)OCCO)C1=CC=C(C=C1)OCCOC1=C(C2=CC=CC=C2C=C1)C1=C(C=CC2=CC=CC=C12)OCCO 46-2,2'-{propane-2,2-diylbis[(4,1-phenylene)oxyethane-2,1-diyloxy[1,1'-binaphthalene]-2',2-diyloxy]}di(ethan-1-ol)